C(=O)[C@@H]1N([C@H]2CN(C[C@@H]1C2)S(=O)(=O)C2=C(C=CC=C2)[N+](=O)[O-])C(=O)OCC[Si](C)(C)C 2-(trimethylsilyl)ethyl (1S,5R,7R)-7-formyl-3-((2-nitrophenyl)sulfonyl)-3,6-diazabicyclo[3.2.1]octane-6-carboxylate